9-(3,3-difluoro-1-piperidyl)-4-[[(2S)-1,4-dioxan-2-yl]methoxy]-1-methyl-6,7-dihydrobenzo[a]quinolizin-2-one FC1(CN(CCC1)C1=CC2=C(C3=C(C(C=C(N3CC2)OC[C@H]2OCCOC2)=O)C)C=C1)F